C1=CC(=CC=C1CCC(=O)C2=C(C=C(C=C2)O)O)OC3=C(C=C(C=C3)CCC(=O)C4=C(C=C(C=C4)O)O)O The molecule is a member of the class of dihydrochalcones isolated from the aerial parts of Verbena litoralis and exhibits stimulating the effect of nerve growth factor (NGF). It has a role as a metabolite and a nerve growth factor stimulator. It is a member of dihydrochalcones, a member of resorcinols and an aromatic ether.